C(C1=CC=CC=C1)C1=NC=2N(C=C(NC2C2=NC=CC=C2)C=CC2=CC=C(C=C2)O)C1=O 2-benzyl-6-(4-hydroxystyryl)-8-pyridinyl-imidazo[1,2-a]Pyrazine-3(7H)-one